t-butyl ((1r,4r)-4-aminocyclohexyl)(methyl)carbamate NC1CCC(CC1)N(C(OC(C)(C)C)=O)C